C1(CC1)C1=NN(C(=C1C(F)(F)F)C(=O)OCC)CC12C(CC(C1)C2)=O ethyl 3-cyclopropyl-1-((2-oxobicyclo[2.1.1]hexan-1-yl)methyl)-4-(trifluoromethyl)-1H-pyrazole-5-carboxylate